(R)-2-amino-3-methyl-N-((6-morpholinopyridazin-3-yl)methyl)-N-(1-(pyrimidin-2-yl)ethyl)quinoline-6-carboxamide NC1=NC2=CC=C(C=C2C=C1C)C(=O)N([C@H](C)C1=NC=CC=N1)CC=1N=NC(=CC1)N1CCOCC1